3-(((difluoromethyl-d)thio)ethynyl)thiophene FC(SC#CC1=CSC=C1)([2H])F